D-phenylalanyl-l-prolyl-l-arginine N[C@H](CC1=CC=CC=C1)C(=O)N1[C@@H](CCC1)C(=O)N[C@@H](CCCNC(N)=N)C(=O)O